1-(5-Bromo-2-nitrophenyl)-4,4-dimethyl-1,4-azasilinane BrC=1C=CC(=C(C1)N1CC[Si](CC1)(C)C)[N+](=O)[O-]